prop-2-enyl (3S)-4-(dimethylamino)-3-[[3-[9H-fluoren-9-ylmethoxycarbonylamino]-2,2-dimethylpropanoyl]-methylamino]-4-oxobutanoate CN(C([C@H](CC(=O)OCC=C)N(C)C(C(CNC(=O)OCC1C2=CC=CC=C2C=2C=CC=CC12)(C)C)=O)=O)C